5-bromobenzoic acid methyl ester COC(C1=CC=CC(=C1)Br)=O